BrC=1C=C(C=CC1)NCCCNCC(OC)OC {3-[(3-bromophenyl)amino]propyl}(2,2-dimethoxyethyl)amine